N-ethyl-1-(2-((3R,5R,8S,9S,10R,13S,14S,17S)-10-fluoro-3-hydroxy-3,13-dimethylhexadecahydro-1H-cyclopenta[a]phenanthren-17-yl)-2-oxoethyl)-N-methyl-1H-pyrazole-4-carboxamide C(C)N(C(=O)C=1C=NN(C1)CC(=O)[C@H]1CC[C@H]2[C@@H]3CC[C@@H]4C[C@](CC[C@@]4([C@H]3CC[C@]12C)F)(C)O)C